{6-amino-5-[1-(6-methylpyridin-2-yl)ethoxy]pyridin-3-yl}boronic acid NC1=C(C=C(C=N1)B(O)O)OC(C)C1=NC(=CC=C1)C